OCC1=C(C(=CC(=C1)CO)CO)O 2,4,6-trihydroxymethyl-phenol